ethyl 2-[1-[(4-methoxyphenyl)methoxy]cyclopropyl]acetate COC1=CC=C(C=C1)COC1(CC1)CC(=O)OCC